ClC=1N=C(N2C1C(=NC=C2)Cl)C(C)C2=C(C(=C(C(=C2)Cl)F)C=2C=NC(=CC2)C(F)(F)F)OC(C)C 1,8-dichloro-3-(1-(5-chloro-4-fluoro-2-isopropoxy-3-(6-(trifluoromethyl)pyridin-3-yl)phenyl)ethyl)imidazo[1,5-a]Pyrazine